N-(1-benzylpiperidin-4-yl)-N-(2,6-dimethylphenyl)-2-furoamide C(C1=CC=CC=C1)N1CCC(CC1)N(C(=O)C=1OC=CC1)C1=C(C=CC=C1C)C